(3,3,3-trifluoro-2-hydroxypropyl)pyridine-2-carboxamide FC(C(CC=1C(=NC=CC1)C(=O)N)O)(F)F